FC(OCCCCN1C(C=2C(C1=O)=CC=CC2)=O)(F)F N-(4-trifluoromethoxybutyl)phthalimide